boc-mesyl-hydroxylamine C(=O)(OC(C)(C)C)N(O)S(=O)(=O)C